(1-((3-((3-carbamoyl-6-(dimethylamino)-5-ethylpyrazin-2-yl)amino)phenethyl)amino)-1-oxopropan-2-yl)(methyl)carbamate C(N)(=O)C=1C(=NC(=C(N1)CC)N(C)C)NC=1C=C(CCNC(C(C)OC(NC)=O)=O)C=CC1